[N+](=O)([O-])C1=CC=C(C=C1)C#CC#CN1CCNCC1 4-((4-nitrophenyl)butan-1,3-diyne-1-yl)piperazin